4-bromo-5-(bromomethyl)-N6,N6-dimethyl-1-benzofuran-2,6-dicarboxamide BrC1=C(C(=CC2=C1C=C(O2)C(=O)N)C(=O)N(C)C)CBr